CCC(CC[C@@H](C)[C@H]1CC[C@@H]2[C@@]1(CC[C@H]3C2=CCC4[C@@]3(CCCC4)C)C)C(=CO)C 24-ethylcholesta-7,25-dienol